(3-[(4-METHYLPIPERAZIN-1-YL)METHYL]PHENYL)BORONIC ACID DIHYDROCHLORIDE Cl.Cl.CN1CCN(CC1)CC=1C=C(C=CC1)B(O)O